4-Fluoro-1-[cis-4-(4-{3-chloro-[1,2,4]triazolo[4,3-b]pyridazin-6-yl}piperazin-1-yl)cyclohexyl]-1H-indole FC1=C2C=CN(C2=CC=C1)[C@@H]1CC[C@@H](CC1)N1CCN(CC1)C=1C=CC=2N(N1)C(=NN2)Cl